C(C=C)(=O)O.C(C=C)(=O)O.C(C=C)(=O)O.CC(CCO)CCO 3-methyl-1,5-pentanediol diacrylate Acrylate